ClC=1C=C(C=C(C1)Cl)C1=NC(=CC(=C1)CN1CCC(CC1)COC(NC)=O)OC=1C=NC(=CC1)N1CCN(CC1)C (1-((2-(3,5-dichlorophenyl)-6-((6-(4-methylpiperazin-1-yl)pyridin-3-yl)oxy)pyridin-4-yl)methyl)piperidin-4-yl)methylmethylcarbamate